(S)-N-(7-amino-1-(dimethyl(oxo)-λ6-sulfanylidene)-2-oxoheptan-3-yl)cyclopentanecarboxamide NCCCC[C@@H](C(C=S(=O)(C)C)=O)NC(=O)C1CCCC1